tert-butyl (2R,5S)-4-benzyl-2-methyl-5-(((R)-3-methylmorpholino)methyl)piperazine-1-carboxylate C(C1=CC=CC=C1)N1C[C@H](N(C[C@@H]1CN1[C@@H](COCC1)C)C(=O)OC(C)(C)C)C